ClC=1C=C2CC(CC2=CC1Cl)CNC[C@@H](O)C=1C=NC=CC1 (1S)-2-[(5,6-dichloroindan-2-yl)methylamino]-1-(3-pyridyl)ethanol